N-(1-(azetidin-1-ylmethyl)cyclopropyl)-2,2-difluoro-2-(4-fluoro-3-methylphenyl)acetamide N1(CCC1)CC1(CC1)NC(C(C1=CC(=C(C=C1)F)C)(F)F)=O